C(C)(C)(C)OC(C1=NC(=CC=C1C=1C=NN(C1)CC1=CC=CC=C1)N1CC2=C(C=CC=C2CC1)C(NC=1SC2=C(N1)C=C(C(=C2)F)F)=O)=O 3-(1-benzyl-1H-pyrazol-4-yl)-6-(8-(5,6-difluorobenzo[d]thiazol-2-ylcarbamoyl)-3,4-dihydroisoquinolin-2(1H)-yl)picolinic acid tert-butyl ester